CC1(C2C3C4C=CC(C3C(C1)C2)C4)C(=O)OCC(F)(F)F 9-methyl-9-(2,2,2-trifluoroethoxycarbonyl)tetracyclo[6.2.1.13,6.02,7]Dodec-4-ene